bismethylethylamine CN(CC)C